7-(5-chloro-2-(3-bromoprop-1-yn-1-yl)phenyl)thieno[3,2-b]pyridine-3-carboxylic acid tert-butyl ester C(C)(C)(C)OC(=O)C1=CSC=2C1=NC=CC2C2=C(C=CC(=C2)Cl)C#CCBr